F[C@H]1C[C@H](N(C1)C(CN1C[C@@H](CC1)NC1=CC=NC2=C(C=CC=C12)F)=O)C#N (2S,4S)-4-fluoro-1-[2-[(3R)-3-[(8-fluoro-4-quinolyl)amino]pyrrolidin-1-yl]acetyl]pyrrolidine-2-carbonitrile